3-((3S,4S)-3-fluoropiperidin-4-yl)-2,2-dimethylpropionamide F[C@@H]1CNCC[C@@H]1CC(C(=O)N)(C)C